(S)-2-(5-(3-((2-chloro-5-((1-(tetrahydro-2H-pyran-4-yl)-1H-pyrazol-4-yl)ethynyl)pyridine-4-yl)amino)butoxy)-1-methyl-1H-pyrazol-4-yl)pyrimidin-4-amine ClC1=NC=C(C(=C1)N[C@H](CCOC1=C(C=NN1C)C1=NC=CC(=N1)N)C)C#CC=1C=NN(C1)C1CCOCC1